C[SiH2]C1=CC=C(C=C1)OC Methyl-(4-methoxyphenyl)silane